C1(=CC=CC=2C3=CC=CC=C3NC12)C1=C(C2=C([Se]C3=C2C=CC=C3)C=C1)C1=CC=CC=3C2=CC=CC=C2C2=CC=CC=C2C13 (carbazolyl)(triphenyleneyl)dibenzoselenophene